CC=1CCO[C@H](C1)C1=CC=CC=C1 |r| (+-)-4-Methyl-6-phenyl-3,6-dihydro-2H-pyran